2-fluoro-1-(4-(3-((6-(trifluoromethyl)pyridin-3-yl)oxy)pyrazin-2-yl)-3,6-dihydropyridin-1(2H)-yl)prop-2-en-1-one FC(C(=O)N1CCC(=CC1)C1=NC=CN=C1OC=1C=NC(=CC1)C(F)(F)F)=C